5,6-dihydroxy-2-indoleacetic acid OC=1C=C2C=C(NC2=CC1O)CC(=O)O